2-(2-acryloyl-2,6-diazaspiro[3.4]octan-6-yl)-4-(5-methyl-1H-indazol-4-yl)-6-morpholinonicotinonitrile C(C=C)(=O)N1CC2(C1)CN(CC2)C2=C(C#N)C(=CC(=N2)N2CCOCC2)C2=C1C=NNC1=CC=C2C